CS(=O)(=O)C=1C=C(CN2CCC3(CCN(C3)C(=O)N3CC(C4=NC(=CC=C43)C)(C)C)CC2)C=CC1 (8-(3-(methylsulfonyl)benzyl)-2,8-diazaspiro[4.5]decan-2-yl)(3,3,5-trimethyl-2,3-dihydro-1H-pyrrolo[3,2-b]pyridin-1-yl)methanone